[Cl-].C(CCCCCCC)[P+](CCCCCCCCCCCC)(CCCCCCCC)CCCCCCCC trioctyl(dodecyl)phosphonium chloride